7-keto-6-methyl-1H-pyrrolo[2,3-c]pyridine-3-sulfonamide O=C1N(C=CC2=C1NC=C2S(=O)(=O)N)C